C1=CC=CC=2C3=CC=CC=C3N(C12)C1=CC=C(C=N1)N1C2=CC=CC=C2C=2C=C(C=CC12)N1C2=CC=CC=C2C=2C=CC=CC12 9-(6-(9H-carbazol-9-yl)pyridin-3-yl)-9H-3,9'-bicarbazole